FC(CO)(F)C=1C(=C(C=CC1)[C@@H](C)NC(=O)C1=NN(C(C2=C1NC=C2)=O)C2=C(C=CC=C2)F)F N-[(1R)-1-[3-(1,1-difluoro-2-hydroxy-ethyl)-2-fluoro-phenyl]ethyl]-5-(2-fluoroPhenyl)-4-oxo-1H-pyrrolo[2,3-d]pyridazine-7-carboxamide